N-[2-(acryloyloxy)ethyl]phthalimide C(C=C)(=O)OCCN1C(C=2C(C1=O)=CC=CC2)=O